N-Methylglucamin CNC[C@H](O)[C@@H](O)[C@H](O)[C@H](O)CO